[N+](=O)([O-])C=1C=C(C=2CC(CC2C1)CNCCC1CN(C(O1)=O)C1=NC2=C(OCC(N2)=O)N=C1)C#N 6-nitro-2-[[2-[2-oxo-3-(3-oxo-4H-pyrazino[2,3-b][1,4]oxazin-6-yl)oxazolidin-5-yl]ethylamino]methyl]indan-4-carbonitrile